FC1=C(C=CC=C1)C1(CN(C1)C=1N=C(C2=C(N1)CC[S@]2=O)NC2(CCC2)CO)OC([2H])([2H])[2H] |r| (R/S)-2-(3-(2-fluorophenyl)-3-(methoxy-d3)azetidin-1-yl)-4-((1-(hydroxymethyl)cyclobutyl)amino)-6,7-dihydrothieno[3,2-d]pyrimidine 5-oxide